C(C1=CC=CC=C1)N1C(C2N(C(C1)=O)CCN(C2)CC2=CC1=CC=CC=C1C=C2)=O 2-benzyl-8-(naphthalene-2-yl-methyl)hexahydro-1H-pyrazino[1,2-a]pyrazine-1,4(6H)-dione